1-(2-ethynyl-thiazol-4-yl)-3-(4-(1-methyl-3-oxo-2,3-dihydro-1H-indazol-4-yl)benzyl)urea C(#C)C=1SC=C(N1)NC(=O)NCC1=CC=C(C=C1)C1=C2C(NN(C2=CC=C1)C)=O